alpha-L-arabinose O[C@H]1[C@H](O)[C@@H](O)[C@@H](O)CO1